N'-(4-chlorophenyl)-3-methyl-1-(thiazol-2-yl)-1H-pyrazole-4-carbohydrazide ClC1=CC=C(C=C1)NNC(=O)C=1C(=NN(C1)C=1SC=CN1)C